4-(3-(tert-butoxy)-4-((tertbutyldimethylsilyl)oxy)phenyl)butan-2-one C(C)(C)(C)OC=1C=C(C=CC1O[Si](C)(C)C(C)(C)C)CCC(C)=O